FC=1C=C2C=C(NC2=CC1)C(=O)[O-] 5-fluoro-1H-indol-2-carboxylat